FC1=C(C=CC=C1NS(NC)(=O)=O)CN1C(OC2=C([C@H]1C)C=CC(=C2)OC=2OC=CN2)=O (R)-3-({2-fluoro-3-[(methylsulfamoyl)amino]phenyl}methyl)-4-methyl-7-(1,3-oxazol-2-yloxy)-3,4-dihydro-2H-1,3-benzoxazin-2-one